(E)-6-((2,6-diisopropylphenyl)imino)methyl-N-(pyridin-2-yl)pyridin-2-amine C(C)(C)C1=C(C(=CC=C1)C(C)C)\N=C\C1=CC=CC(=N1)NC1=NC=CC=C1